FC1(CC1)C=O 1-fluorocyclopropyl-methanone